COC(C1=C(C=C(C=C1)C(NCCOCCOCCN)=O)P(C1=CC=CC=C1)C1=CC=CC=C1)=O 4-[2-[2-(2-aminoethoxy)ethoxy]ethylcarbamoyl]-2-diphenylphosphino-benzoic acid methyl ester